N=1N(N=CC1)C(C)(C)C1=NN(C(=C1)NC1=NC2=CC(=C(C=C2C=N1)Cl)N1CCC(CC1)(O)C)C([2H])([2H])[2H] 1-(2-((3-(2-(2H-1,2,3-Triazol-2-yl)propan-2-yl)-1-(methyl-d3)-1H-pyrazol-5-yl)amino)-6-chloroquinazolin-7-yl)-4-methylpiperidin-4-ol